C1(=CC=CC=C1)C(OC1CCN(CC1)CCCC(=O)C1=CC=C(C=C1)C(C(=O)O)(C)C)C1=CC=CC=C1 2-(4-(4-(4-(diphenylmethoxy)Piperidin-1-yl)butyryl)phenyl)-2-methylpropionic acid